FC1=C(C=CC=C1)NC1=CC(=NN1C)C N-(2-fluorophenyl)-1,3-dimethyl-1H-pyrazol-5-amine